NC(C(C(CC1=CC=CC=C1)NC(=O)C=1C(=NN(C1)C)C1=CC2=C(OCO2)C=C1)=O)=O N-(4-AMINO-3,4-DIOXO-1-PHENYLBUTAN-2-YL)-3-(BENZO[D][1,3]DIOXOL-5-YL)-1-METHYL-1H-PYRAZOLE-4-CARBOXAMIDE